3-((4-benzylpiperidin-1-yl)sulfonyl)pyrrolidine-1-carbonitrile C(C1=CC=CC=C1)C1CCN(CC1)S(=O)(=O)C1CN(CC1)C#N